5-(4-(piperazin-1-yl)phenoxy)-1H-1,2,3-triazole-4-carboxylic acid N1(CCNCC1)C1=CC=C(OC2=C(N=NN2)C(=O)O)C=C1